C1=CC=CC2=NC3=CC=CC=C3C(=C12)CCSCCC=1C2=CC=CC=C2N=C2C=CC=CC12 1,5-bis(9-acridinyl)-3-thiapentane